C(C)(=O)NC(C)(C)C acetyl-tert-butylamine